[Cl-].C(CC)[N+](C)(C)C propyltrimethylammonium chlorid